N-[4-[(E)-3-[4-[2-Hydroxyethyl(methyl)amino]phenyl]prop-2-enoyl]phenyl]-5-methylfuran-2-carboxamide OCCN(C1=CC=C(C=C1)/C=C/C(=O)C1=CC=C(C=C1)NC(=O)C=1OC(=CC1)C)C